C(#N)C[C@@H](CC(=O)NC=1SC(=C(N1)C)C(=O)OC(C)C)NC(=O)C1=CC(=CC=C1)C#N Propan-2-yl 2-[(3S)-4-cyano-3-[(3-cyanophenyl)formamido]butan-amido]-4-methyl-1,3-thiazole-5-carboxylate